1-(4-(4-(2-chlorophenyl)-5-methylthiazole-2-carbonyl)piperazin-1-yl)prop-2-en-1-one ClC1=C(C=CC=C1)C=1N=C(SC1C)C(=O)N1CCN(CC1)C(C=C)=O